3-(4-t-butylphenyl)propanal (E)-ethyl-3-(3-(difluoromethyl)-1,2,4-oxadiazol-5-yl)acrylate C(C)OC(\C=C\C1=NC(=NO1)C(F)F)=O.C(C)(C)(C)C1=CC=C(C=C1)CCC=O